C(C)(=O)O.C([C@H](O)[C@@H](O)[C@H](O)[C@H](O)CO)O D-glucitol acetate